[Gd].FC(C1=NC(=NO1)C1=CC=C(C=C1)CNS(=O)(=O)C1=CC=CC=C1)(F)F N-[[4-[5-(trifluoromethyl)-1,2,4-oxadiazol-3-yl]phenyl]methyl]benzenesulfonamide gadolinium